C(C1=CC=CC=C1)OC1=CC(=C(CC=2C=C3C(=CN2)N(C=C3C(C)C)S(=O)(=O)C3=CC=C(C)C=C3)C(=C1)C)C 5-(4-(benzyloxy)-2,6-dimethylbenzyl)-3-isopropyl-1-p-toluenesulfonyl-1H-pyrrolo[2,3-c]pyridine